[Br-].NC=1C=CC2=C3C=CC(=CC3=C([N+](=C2C1)CC)C1=CC=CC=C1)N 3,8-diamino-5-ethyl-6-phenylphenanthridinium bromide